C(#C)C1=CC=C(N=N1)N1C[C@@H](CCC1)NC1=NC=NC(=C1)N1CCOCC1 (R)-N-(1-(6-Ethynylpyridazin-3-yl)piperidin-3-yl)-6-morpholinopyrimidin-4-amine